C1(CCC1)NC(O[C@H]1C[C@H](CC1)C=1NN=C(C1)NC(=O)OCC1=CC=CC=C1)=O (1R,3S)-3-(5-{[(benzyloxy)carbonyl]amino}-2H-pyrazol-3-yl)cyclopentyl N-cyclobutylcarbamate